5-(2-ethoxy-3-pyridinyl)-1-isopropyl-3-methyl-N-[(3-methylisoxazol-5-yl)methyl]pyrazolo[4,3-b]pyridin-7-amine C(C)OC1=NC=CC=C1C1=CC(=C2C(=N1)C(=NN2C(C)C)C)NCC2=CC(=NO2)C